Cl.C(C)OC([C@H](CCC(=O)OCC)N)=O (2S)-2-aminopentanedioic acid 1,5-diethyl ester hydrochloride